4-(1-hydroxyethyl)-N,N-dimethyl-3-(1H-benzimidazol-5-yl)benzamide OC(C)C1=C(C=C(C(=O)N(C)C)C=C1)C1=CC2=C(NC=N2)C=C1